N'-(tert-butyldimethylsilyl)-2-(1-((tertbutyldimethylsilyl)oxy)-2-hydroxypropan-2-yl)-4-(((tertbutyldimethylsilyl)oxy)methyl)thiazole-5-sulfonimidamide [Si](C)(C)(C(C)(C)C)N=S(=O)(N)C1=C(N=C(S1)C(CO[Si](C)(C)C(C)(C)C)(C)O)CO[Si](C)(C)C(C)(C)C